BrC1=CC2=CN(N=C2C=C1OC)C(F)F 5-Bromo-2-(difluoromethyl)-6-methoxy-2H-indazole